(3-hydroxy-3-methyl-pentyl) 4-methylbenzenesulfonate CC1=CC=C(C=C1)S(=O)(=O)OCCC(CC)(C)O